N-isopropyl-2-(4-methoxy-5-methyl-1H-indol-3-yl)-N-methyl-2-oxoacetamide C(C)(C)N(C(C(=O)C1=CNC2=CC=C(C(=C12)OC)C)=O)C